cadmium(II) bromide [Br-].[Cd+2].[Br-]